NC1=NC=2C=CC(=CC2C2=C1COC2)C(=O)N(C)[C@H]2COC1=C2C=CC(=C1)C1CC1 (R)-4-amino-N-(6-cyclopropyl-2,3-dihydrobenzofuran-3-yl)-N-methyl-1,3-dihydrofuro[3,4-c]Quinoline-8-carboxamide